nicotine zinc chloride [Cl-].[Zn+2].N1=CC=CC(=C1)C1N(C)CCC1.[Cl-]